ClC1=CC=C(C=C1)C1=C(C=CC(=N1)C(=O)NC=1C=NC=NC1)OCC(F)(F)F 6-(4-chlorophenyl)-N-(pyrimidin-5-yl)-5-(2,2,2-trifluoroethoxy)picolinamide